O1COC2=C1C=CC(=C2)C=2C1=CC3=C(OCO3)C=C1C(=C(C2C(=O)OCC)C(=O)OCC)O diethyl 5-(benzo[d][1,3]dioxol-5-yl)-8-hydroxynaphtho[2,3-d][1,3]dioxole-6,7-dicarboxylate